(2-amino-3-(3-((6-(1-(pyridin-2-yl)ethoxy)pyridin-3-yl)methyl)isoxazol-5-yl)pyridin-1-ium-1-yl)methyl hydrogen phosphate P(=O)(OC[N+]1=C(C(=CC=C1)C1=CC(=NO1)CC=1C=NC(=CC1)OC(C)C1=NC=CC=C1)N)(O)[O-]